[N+](=O)([O-])C(=CCCCCCCCC(=O)O)CC=CCCCCC 10-nitro-9,12-octadecadienoic acid